tert-butyl (2-methyl-1-(octahydro-1,5-naphthyridin-1(2H)-yl)-1-oxopropan-2-yl)carbamate CC(C(=O)N1CCCC2NCCCC12)(C)NC(OC(C)(C)C)=O